CC(C)OC1=C(C(=CC=C1)OC(C)C)C2=C(C=CC(=C2P(C3=CC(=CC(=C3)C(F)(F)F)C(F)(F)F)C4=CC(=CC(=C4)C(F)(F)F)C(F)(F)F)OC)OC 2-[bis(3,5-trifluoromethylphenylphosphino)-3,6-dimethoxy]-2',6'-di-i-propoxy-1,1'-biphenyl